BrC1=C(C=CC(=C1)F)C1=NNC(OC12CCC(CC2)(O)C[C@H](C)NC(OC(C)(C)C)=O)=O tert-butyl ((S)-1-(cis-5-(2-bromo-4-fluorophenyl)-9-hydroxy-2-oxo-1-oxa-3,4-diazaspiro[5.5]undec-4-en-9-yl)propan-2-yl)carbamate